1-cyclopentyl-5-(2,6-dimethoxyphenyl)-N-[(2S)-1-(5-methyl-1,3,4-oxadiazol-2-yl)-4-(piperidin-1-yl)butan-2-yl]-1H-pyrazole-3-carboxamide C1(CCCC1)N1N=C(C=C1C1=C(C=CC=C1OC)OC)C(=O)N[C@H](CC=1OC(=NN1)C)CCN1CCCCC1